tertbutyl 3-(4-nitrophenoxy)carbonyloxyazetidine-1-carboxylate [N+](=O)([O-])C1=CC=C(OC(=O)OC2CN(C2)C(=O)OC(C)(C)C)C=C1